FC1=C(N)C(=CC(=C1)F)I 2,4-difluoro-6-iodo-aniline